isopropyl (S)-6-diazo-2-((R)-2-hydroxy-2-(1H-imidazol-5-yl)acetamido)-5-oxohexanoate [N+](=[N-])=CC(CC[C@@H](C(=O)OC(C)C)NC([C@@H](C1=CN=CN1)O)=O)=O